(S)-N-(4-(4-amino-7-(1,1,1-trifluoropropan-2-yl)imidazo[5,1-f][1,2,4]triazin-5-yl)-3-ethoxybenzyl)-5-fluoro-2-methoxybenzamide NC1=NC=NN2C1=C(N=C2[C@@H](C(F)(F)F)C)C2=C(C=C(CNC(C1=C(C=CC(=C1)F)OC)=O)C=C2)OCC